C(CCCCCCCC)(=O)N.C(CCCCCCCC)(=O)N dinonanoic acid amide